C(C)(C)(C)OC(=O)N1C[Si]2(CC1C(=O)O)CCCC2 2-tert-butoxycarbonyl-2-aza-5-silaspiro[4.4]nonane-3-carboxylic acid